3-(5-((4-(6-methylthieno[2,3-d]pyrimidin-4-yl)piperazin-1-yl)methyl)-1-oxoisoindolin-2-yl)piperidine-2,6-dione CC1=CC2=C(N=CN=C2N2CCN(CC2)CC=2C=C3CN(C(C3=CC2)=O)C2C(NC(CC2)=O)=O)S1